C(#N)N1C[C@@]2(CC[C@@H]2C1)NC(=O)C1=NNC(=C1)C1=C(C=CC=C1)OC1=CC=CC=C1 N-((1S,5R)-3-Cyano-3-azabicyclo[3.2.0]heptan-1-yl)-5-(2-phenoxyphenyl)-1H-pyrazol-3-carboxamid